ethyl 2-[(2s,3r)-2-(cyclopentyloxy)-3-(3,5-dimethoxy-4-methyl-phenyl)-3-hydroxy-propyl]-6-(methylamino)-1,3-benzothiazole-4-carboxylate C1(CCCC1)O[C@@H](CC=1SC=2C(N1)=C(C=C(C2)NC)C(=O)OCC)[C@H](O)C2=CC(=C(C(=C2)OC)C)OC